C(C)(C)(C)OC(=O)N[C@H](CC1=CN(C2=CC=CC=C12)C)C(=O)N[C@H](CC1=CN(C2=CC=CC=C12)C)C(=O)OCC ethyl Nα-(Nα-(tert-butoxycarbonyl)-1-methyl-D-tryptophyl)-1-methyl-D-tryptophanate